(4R,5R)-4-cyclopropyl-7-ethyl-6-oxo-1-phenyl-5-(3-(trifluoromethyl)benzamido)-4,5,6,7-tetrahydro-1H-pyrazolo[3,4-b]pyridine-3-carboxylic acid C1(CC1)[C@@H]1C2=C(N(C([C@@H]1NC(C1=CC(=CC=C1)C(F)(F)F)=O)=O)CC)N(N=C2C(=O)O)C2=CC=CC=C2